glycidyl-2,4-dimethylpentenoic acid C(C1CO1)C(=C(C(=O)O)C)C(C)C